BrC1=C(C=O)C=C(C(=C1)OC([2H])([2H])[2H])OC 2-bromo-5-methoxy-4-(methoxy-d3)benzaldehyde